(1-methyl-5-nitro-1H-imidazol-2-yl)-methyl-(1-(6-amino-2-fluoro-9H-purin-9-yl)-2,2,2-trichloroethyl)-carbamate CN1C(=NC=C1[N+](=O)[O-])OC(N(C(C(Cl)(Cl)Cl)N1C2=NC(=NC(=C2N=C1)N)F)C)=O